S1C(=CC=C1)\C(\C)=N\N1C(N2[C@@H](CCCC2)C1=O)=O (S,E)-2-((1-(thiophen-2-yl)ethylidene)amino)tetrahydroimidazo[1,5-a]pyridine-1,3(2H,5H)-dione